naphthalen-2-yl((1R,2R,4S)-4-phenyl-2-(4-(trifluoromethyl)pyridin-2-yl)bicyclo[2.1.1]hexan-1-yl)methanone C1=C(C=CC2=CC=CC=C12)C(=O)C12[C@@H](CC(C1)(C2)C2=CC=CC=C2)C2=NC=CC(=C2)C(F)(F)F